4-(2-propyl-1-(4-(4-chlorophenoxy)phenyl)-1H-imidazol-4-yl)piperidine C(CC)C=1N(C=C(N1)C1CCNCC1)C1=CC=C(C=C1)OC1=CC=C(C=C1)Cl